6,8-dimethyl-pyrido[4,3-d]pyrimidine-2,4,7-trione CN1C=C2C(NC(NC2=O)=O)=C(C1=O)C